BrC1=C2C=NN(C2=C(C=C1)C)CC(=O)OCC ethyl 2-(4-bromo-7-methylindazol-1-yl)acetate